N[C@H]1CN(CCC1)C(=O)C1=CC=2N(C=C1)C(=C(N2)C=2N(C1=CC=CC=C1C2Br)CC2CC2)C (R)-(3-Aminopiperidin-1-yl)(2-(3-bromo-1-(cyclopropylmethyl)-1H-indol-2-yl)-3-methylimidazo[1,2-a]pyridin-7-yl)methanone